BrC=1SC=2C(N(C[C@H](N3CCCC1C23)CO)CC2=C(C=C(C=C2)OC)OC)=O (9S)-3-bromo-11-[(2,4-dimethoxyphenyl)methyl]-9-(hydroxymethyl)-2-thia-8,11-diazatricyclo[6.4.1.04,13]trideca-1(13),3-dien-12-one